4-(4-methoxyphenyl)-2,6-diphenylpyrimidine COC1=CC=C(C=C1)C1=NC(=NC(=C1)C1=CC=CC=C1)C1=CC=CC=C1